acryloyloxy-phenylalanine C(C=C)(=O)ON[C@@H](CC1=CC=CC=C1)C(=O)O